3,3'-((2,2'-dichloro-[1,1'-biphenyl]-3,3'-diyl)bis(4-oxopyrrolo[2,1-f][1,2,4]triazine-6,3(4H)-diyl))dipropionic acid ClC1=C(C=CC=C1C=1C=C2C(N(C=NN2C1)CCC(=O)O)=O)C1=C(C(=CC=C1)C=1C=C2C(N(C=NN2C1)CCC(=O)O)=O)Cl